2-fluoropyridine-3-carbaldehyde FC1=NC=CC=C1C=O